4,4'-bisethoxymethylbiphenyl C(C)OCC1=CC=C(C=C1)C1=CC=C(C=C1)COCC